4-bromo-4'-phenoxybenzophenone BrC1=CC=C(C(=O)C2=CC=C(C=C2)OC2=CC=CC=C2)C=C1